BrC1=CC(=C(C(=O)N(C)C2COCC=3NC(C=4C=C(C(=CC4C32)F)F)=O)C=C1F)F 4-bromo-N-(8,9-difluoro-6-oxo-1,4,5,6-tetrahydro-2H-pyrano[3,4-c]isoquinolin-1-yl)-2,5-difluoro-N-methylbenzamide